C(C)(C)(C)N1CC=C(C=C1)NC(CC1=CC(=CC=C1)CC#N)=O N-tert.-Butyl-4-[[2-[3-(cyanomethyl)phenyl]acetyl]amino]pyridin